P(=O)(O)(O)O.ClC1=C(C=CC(=C1)F)[C@H]1C(=C(N=C(N1)C=1SC=CN1)CN1C[C@@H]2N(CC1)C(N(C2)C2=CC=C(C(=O)O)C=C2)=O)C(=O)OC 4-((S)-7-(((R)-6-(2-chloro-4-fluorophenyl)-5-(methoxycarbonyl)-2-(thiazole-2-yl)-1,6-dihydropyrimidin-4-yl)methyl)-3-oxohexahydroimidazo[1,5-a]pyrazine-2(3H)-yl)benzoic acid phosphate